C(C)OC(C=CCN(S(=O)(=O)C1=CC=C(C=C1)[N+](=O)[O-])CC(C)N)=O 4-(N-(2-aminopropyl)-4-nitrophenylsulfonamido)but-2-enoic acid ethyl ester